N-benzylthiohydroxylamine C(C1=CC=CC=C1)NS